sodium fluorophosphate carbon [C+4].P(=O)([O-])([O-])F.[Na+]